C(C)(C)(C)OC(NC1(COC1)C1=NC=CC(=N1)N)=O (3-(4-aminopyrimidin-2-yl)oxetan-3-yl)carbamic acid tert-butyl ester